N=1SC=C2C1NC1=CC=CC=C21 [1,2]thiazolo[3,4-b]indole